ClC=1C(=C(C=CC1C)S(=O)C1=C(C=CC=C1)N1CCNCC1)C 1-(2-((3-chloro-2,4-dimethylphenyl)sulfinyl)phenyl)piperazine